cyclobutan-1-amine C1(CCC1)N